BrC1=NNC(=N1)N(CCO)C1=CC=CC=C1 2-((3-bromo-1H-1,2,4-triazol-5-yl)(phenyl)amino)ethanol